N,N-didodecylacetamide CCCCCCCCCCCCN(CCCCCCCCCCCC)C(=O)C